C(C(C)C)(=O)OC=1C(C2=CC=CC=C2C(C1C1CCC(CC1)C1=CC=C(C=C1)Cl)=O)=O 3-((1r,4r)-4-(4-chlorophenyl)cyclohexyl)-1,4-dioxo-1,4-dihydronaphthalen-2-yl isobutyrate